CC1=C(N=C(N1)C1=NC=CC(=C1)C=1C=NC=C(C1)N1CCOCC1)CCO 2-[5-Methyl-2-(5-morpholin-4-yl-3,4'-bipyridin-2'-yl)-1H-imidazol-4-yl]ethanol